((S)-cyclopropyl(3-fluorophenyl)methyl)-2-(2,6-dioxopiperidin-3-yl)-1-oxoisoindoline-5-carboxamide C1(CC1)[C@@H](C1=CC(=CC=C1)F)C1N(C(C2=CC=C(C=C12)C(=O)N)=O)C1C(NC(CC1)=O)=O